NC1=NC=C(C(=O)N2C[C@@]3(CC2)C(NC2=CC(=C(C=C23)Cl)Cl)=O)C=C1 (S)-1'-(6-aminonicotinoyl)-5,6-dichlorospiro[indoline-3,3'-pyrrolidin]-2-one